diPhenyl ether C1(=CC=CC=C1)OC1=CC=CC=C1